salicylic acid methyl ester (methyl salicylate) COC=1C(C(=O)O)=CC=CC1.COC(C=1C(O)=CC=CC1)=O